(R,E)-2-cyano-N-(1-(3,4-dimethoxyphenyl)ethyl)-3-(5-morpholino-1H-pyrrolo[2,3-b]pyridin-3-yl)acrylamide C(#N)/C(/C(=O)N[C@H](C)C1=CC(=C(C=C1)OC)OC)=C\C1=CNC2=NC=C(C=C21)N2CCOCC2